[methyloxido[1-[6-(trifluoromethyl)-3-pyridinyl]ethyl]-λ4-sulfanylidene]cyanamide CCC(C=1C=NC(=CC1)C(F)(F)F)S([O-])=NC#N